4-[6-amino-5-(4-hydroxyphenyl)-4-(trifluoromethyl)-3-pyridinyl]phenol NC1=C(C(=C(C=N1)C1=CC=C(C=C1)O)C(F)(F)F)C1=CC=C(C=C1)O